(2R)-2-Amino-4-methyl-N-[4-(2-methyl-1H-pyrrolo[2,3-b]pyridin-4-yl)phenyl]pentanamide N[C@@H](C(=O)NC1=CC=C(C=C1)C1=C2C(=NC=C1)NC(=C2)C)CC(C)C